ClC1=C(C=C(C=C1N)C)N(C)C1=C(C=CC(=C1)C)Cl 2-chloro-N1-(2-chloro-5-methylphenyl)-N1,5-dimethylbenzene-1,3-diamine